OC=1C=C(C=NC1)C1=C(C=CC=C1)CN1CCNCC1 4-[[2-(5-hydroxypyridin-3-yl)phenyl]methyl]piperazin